C(C)N(P(N(CC)CC)(N(CC)CC)=O)CC hexaethylphosphoric triamide